C(C)N(C(=O)S(=O)CCO)CC N,N-diethyl-1-((2-hydroxyethyl)sulfinyl)methanamide